CC1=NC2=CC(=CC(=C2C(=N1)C)OC1CCC(CC1)NC1=NC=CC(=N1)C(=O)NC)N1CCOCC1 2-[[4-(2,4-dimethyl-7-morpholino-quinazolin-5-yl)oxy-cyclohexyl]amino]-N-methyl-pyrimidine-4-carboxamide